COC(=O)C1=NC2=C(N1)C=C(C(=C2)C2=C(C=CC=C2)CCC)C2=C(C=CC=C2)CCC 5,6-bis(2-n-propylphenyl)-1H-benzimidazole-carboxylic acid methyl ester